C(C)\C=C\C(CCC=C(CC)C)(O)C ethyl-((E)-3,7-dimethylnonane-1,6-dien-3-ol)